4-(4,4,5,5-tetramethyl-1,3,2-dioxaborolan-2-yl)pyridazine CC1(OB(OC1(C)C)C1=CN=NC=C1)C